C1(CC1)C=1N=CN(C1)C=1C(=NC=C(C1)OC)C(=O)O (4-cyclopropyl-1H-imidazol-1-yl)-5-methoxypicolinic acid